ClC=1C(=CC(=C(C(=O)OCC2=CC(=CC=C2)C)C1)C)N=CN(C)CC 3-methylbenzyl 5-chloro-4-(((ethyl(methyl)amino)methylene)amino)-2-methylbenzoate